3-(4-((2-(2-((R)-3-(4-amino-3-(4-phenoxyphenyl)-1H-pyrazolo[3,4-d]pyrimidine-1-yl)piperidin-1-yl)ethoxy)ethyl)thio)-1-oxoisoindoline-2-yl)piperidine-2,6-dione NC1=C2C(=NC=N1)N(N=C2C2=CC=C(C=C2)OC2=CC=CC=C2)[C@H]2CN(CCC2)CCOCCSC2=C1CN(C(C1=CC=C2)=O)C2C(NC(CC2)=O)=O